NC=1C=C(C(=NC1C1=CC=CC=C1)C1=CC(=NC=C1)CO)C (5-amino-3-methyl-6-phenyl-[2,4'-bipyridyl]-2'-yl)methanol